N-(3,5-dibromobenzyl)-4-(3-(pyridin-4-ylmethyl)ureido)benzamide BrC=1C=C(CNC(C2=CC=C(C=C2)NC(=O)NCC2=CC=NC=C2)=O)C=C(C1)Br